2-{11-[4-(p-{6-chloro-2-cyclobutoxy-1-[(3,3-dimethyl-3-silabutoxy)methyl]-1H-1,3,4-triazainden-5-yl}phenyl)-1-piperidyl]-3,6,9-trioxaundecyl}-1,3-isoindolinedione ClC1=C(N=C2N=C(N(C2=C1)COCC[Si](C)(C)C)OC1CCC1)C1=CC=C(C=C1)C1CCN(CC1)CCOCCOCCOCCN1C(C2=CC=CC=C2C1=O)=O